sodium arachidate (eicosanoate) C(CCCCCCCCCCCCCCCCCCC)(=O)[O-].C(CCCCCCCCCCCCCCCCCCC)(=O)O.[Na+]